N12C[C@H](C(CC1)CC2)O (S)-3-quinuclidinol